8-Chloro-3-(2-(trifluoromethoxy)ethyl)imidazo[5,1-d][1,2,3,5]tetrazin-4(3H)-one ClC=1N=CN2C1N=NN(C2=O)CCOC(F)(F)F